(E)-N-(4-(3-chloro-4-fluorophenyl)-4H-pyrido[2,3,4-de]quinazolin-7-yl)-4-(dimethylamino)but-2-enamide ClC=1C=C(C=CC1F)N1C=CC=2C=3C1=NC=NC3C=CC2NC(\C=C\CN(C)C)=O